Aluminium-copper [Cu].[Al]